CC1=CC(=NC(=N1)C1=NNC=C1)N1CC2(C=3C=NC(=CC31)NC(C)=O)CC2 N-(1'-(6-methyl-2-(1H-pyrazol-3-yl)pyrimidin-4-yl)-1',2'-dihydrospiro[cyclopropane-1,3'-pyrrolo[3,2-c]pyridin]-6'-yl)acetamide